BrC=1C=C(C([C-](C1)F)C(C)C)OC 5-Bromo-1-fluoro-2-isopropyl-3-methoxybenzeneid